O-([1,1':3',1''-terphenyl]-5'-yl) dimethylcarbamothioate CN(C(OC=1C=C(C=C(C1)C1=CC=CC=C1)C1=CC=CC=C1)=S)C